NC1=C(C=C(C=N1)C=1C=C2N(N1)CC[C@]21CN(CC1)C(=O)NCC)OC(C)C |r| (rac)-2'-{6-amino-5-[(propan-2-yl)oxy]pyridin-3-yl}-N-ethyl-5',6'-dihydrospiro[pyrrolidine-3,4'-pyrrolo[1,2-b]pyrazole]-1-carboxamide